(2S,4r)-1-[(2S)-3,3-dimethyl-2-[4-(2-oxospiro[3.3]heptan-6-yl)triazol-1-yl]butyryl]-4-hydroxy-N-methyl-pyrrolidine-2-carboxamide CC([C@@H](C(=O)N1[C@@H](C[C@H](C1)O)C(=O)NC)N1N=NC(=C1)C1CC2(CC(C2)=O)C1)(C)C